2-(6-(Difluoro(4-fluorophenoxy)methyl)pyridin-3-yl)-5-(difluoromethyl)-1,3,4-oxadiazole FC(C1=CC=C(C=N1)C=1OC(=NN1)C(F)F)(OC1=CC=C(C=C1)F)F